i-Octylacrylat C(CCCCC(C)C)OC(C=C)=O